N,N'-bis-(3-methylphenyl)-N,N'-bis(phenyl)-benzidine CC=1C=C(C=CC1)N(C1=CC=C(C=C1)C1=CC=C(N(C2=CC=CC=C2)C2=CC(=CC=C2)C)C=C1)C1=CC=CC=C1